2-Chloro-4-((3R)-8-(4-(4-((4-(4-((2,6-dioxo-piperidin-3-yl)amino)-pyridin-2-yl)piperazin-1-yl)methyl)piperidine-1-carbonyl)phenyl)-3-methyl-2,8-diazaspiro[4.5]decan-2-yl)benzonitrile ClC1=C(C#N)C=CC(=C1)N1CC2(C[C@H]1C)CCN(CC2)C2=CC=C(C=C2)C(=O)N2CCC(CC2)CN2CCN(CC2)C2=NC=CC(=C2)NC2C(NC(CC2)=O)=O